The molecule is the (R)-enantiomer of N-methylcoclaurine. It is a conjugate base of a (R)-N-methylcoclaurinium. It is an enantiomer of a (S)-N-methylcoclaurine. CN1CCC2=CC(=C(C=C2[C@H]1CC3=CC=C(C=C3)O)O)OC